O1CCC(C2=CC=CC=C12)N(C(C1=C(N=CC(=C1)F)OC)=O)C N-(chroman-4-yl)-5-fluoro-2-methoxy-N-methylnicotinamide